3-(7-((1-(Azetidine-3-carbonyl)piperidin-4-yl)oxy)-1-methyl-1H-indazol-3-yl)-piperidine-2,6-dione N1CC(C1)C(=O)N1CCC(CC1)OC=1C=CC=C2C(=NN(C12)C)C1C(NC(CC1)=O)=O